CC1=CC=CC(=N1)C=1C(=NN(C1)[C@@H]1C[C@H](C1)CN)C1CCOCC1 (trans-3-(4-(6-methylpyridin-2-yl)-3-(tetrahydro-2H-pyran-4-yl)-1H-pyrazol-1-yl)cyclobutyl)methylamine